NC=1C2=C(N=CN1)N(C=C2C2=CC(=C(C=C2)NC(=O)C=2C(N(N(C2C)C)C2=CC=CC=C2)=O)F)C N-(4-(4-amino-7-methyl-7H-pyrrolo[2,3-d]pyrimidin-5-yl)-2-fluorophenyl)-1,5-dimethyl-3-oxo-2-phenyl-2,3-dihydro-1H-pyrazole-4-carboxamide